FC=1C=C(C=CC1F)N1C(OCC[C@H]1C1=NC2=C(N1[C@@H]1CN(CC1)C)C=CC(=C2)C=2C(=NOC2C)C)=O (S)-3-(3,4-difluorophenyl)-4-(5-(3,5-dimethylisoxazol-4-yl)-1-((S)-1-methylpyrrolidin-3-yl)-1H-benzo[d]imidazol-2-yl)-1,3-oxazinan-2-one